methyl (S,E)-3-(7-chloro-6-fluoro-8-methoxy-2-(2-methoxyacetyl)-1-methyl-2,3-dihydro-1H-pyrrolo[3,4-c]quinolin-4-yl)acrylate ClC=1C(=CC=2C3=C(C(=NC2C1F)/C=C/C(=O)OC)CN([C@H]3C)C(COC)=O)OC